OC(CCCC1=CCC(CC1)C=O)(C)C 4-(4-hydroxy-4-methylpentyl)-3-cyclohexenal